N-[(1S)-2-(2-dimethylaminoethylamino)-1-methyl-2-oxo-ethyl]carbamic acid tert-butyl ester C(C)(C)(C)OC(N[C@H](C(=O)NCCN(C)C)C)=O